indeno[1,2,3-jk]fluorene C1=C2C=3C=CC=CC3C3C2=C(C=C1)C=1C=CC=CC13